CC=1C=C(SC1C)C1=NC(=C(C(=O)N[C@H]2CS(C=C2)(=O)=O)C=C1)OC (R)-6-(4,5-dimethylthiophen-2-yl)-N-(1,1-dioxido-2,3-dihydrothiophen-3-yl)-2-methoxynicotinamide